F[Sb-](F)(F)(F)(F)F.OC(COC1=C(C=CC=C1)C1=CC=C(C=C1)[IH+])CCCCCCCCCCCC 4-(2-hydroxytetradecyloxyphenyl)phenyliodonium hexafluoroantimonate